(S)-((4-((2,2-dimethyl-1,3-dioxolan-4-yl)methoxy)-3-methylphenyl)ethynyl)trimethylsilane CC1(OC[C@@H](O1)COC1=C(C=C(C=C1)C#C[Si](C)(C)C)C)C